C(=O)(OCC1C2=CC=CC=C2C2=CC=CC=C12)N(CC(=O)O)CC(=O)OC(C)(C)C fmoc-N-(tert-butoxycarbonylmethyl)-glycine